2-(7-(((R)-1-((1S,2S)-2-hydroxycyclopentyl)piperidin-3-yl)amino)pyrazolo[1,5-d][1,2,4]triazin-4-yl)-5-(trifluoromethyl)phenol O[C@@H]1[C@H](CCC1)N1C[C@@H](CCC1)NC1=NN=C(C=2N1N=CC2)C2=C(C=C(C=C2)C(F)(F)F)O